2-(4,4-difluoro-3-(5-((methylamino)methyl)-6-oxo-1,6-dihydropyridin-3-yl)piperidin-1-yl)-N-(5-(4-fluorophenoxy)pyridin-2-yl)propanamide FC1(C(CN(CC1)C(C(=O)NC1=NC=C(C=C1)OC1=CC=C(C=C1)F)C)C1=CNC(C(=C1)CNC)=O)F